COC1=CC=C(C=C1)C=1C=CC=C2C=NC(=NC12)NC1=CC(=CC=C1)N1CCN(CC1)C(CCC#N)=O 8-(4-(methoxy)phenyl)-N-(3-(4-cyanopropionylpiperazin-1-yl)phenyl)quinazolin-2-amine